potassium lauroyl taurate methyltaurate CNCCS(=O)(=O)[O-].NCCS(=O)(=O)OC(CCCCCCCCCCC)=O.[K+]